rac-1-(((5S,7S,8R)-8-hydroxy-3-(5-(2-((4-methoxybenzyl)oxy)propan-2-yl)pyrazin-2-yl)-7-methyl-2-oxo-1-oxa-3-azaspiro[4.5]decan-7-yl)methyl)-1H-benzo[d]imidazole-6-carbonitrile O[C@H]1[C@](C[C@]2(CN(C(O2)=O)C2=NC=C(N=C2)C(C)(C)OCC2=CC=C(C=C2)OC)CC1)(C)CN1C=NC2=C1C=C(C=C2)C#N |r|